(R)-2-methylbutyrate C[C@@H](C(=O)[O-])CC